3-(3,6-di-tert-butyl-9H-carbazol-9-yl)-3'-methyl-5'-tert-butyl-5-(2,4,4-trimethylpentan-2-yl)biphenyl-2-ol C(C)(C)(C)C=1C=CC=2N(C3=CC=C(C=C3C2C1)C(C)(C)C)C1=C(C(=CC(=C1)C(C)(CC(C)(C)C)C)C1=CC(=CC(=C1)C(C)(C)C)C)O